C(C)OC(=O)C1=NN(C(=C1)B(O)O)C1OCCCC1 (3-(ethoxycarbonyl)-1-(tetrahydro-2H-pyran-2-yl)-1H-pyrazol-5-yl)boronic acid